methyl (S,Z)-2-((((9H-fluoren-9-yl)methoxy)carbonyl)amino)-3-(4-(2-benzhydryl-3-((2,2,4,6,7-pentamethyl-2,3-dihydrobenzofuran-5-yl)sulfonyl)guanidino)phenyl)propanoate C1=CC=CC=2C3=CC=CC=C3C(C12)COC(=O)N[C@H](C(=O)OC)CC1=CC=C(C=C1)N/C(=N/C(C1=CC=CC=C1)C1=CC=CC=C1)/NS(=O)(=O)C=1C(=C(C2=C(CC(O2)(C)C)C1C)C)C